2-(tert-butoxycarbonyl)-N6-(4-(thiophen-2-yl)-1H-1,2,3-triazole-1-carbonyl)-L-lysine tert-butyl ester C(C)(C)(C)OC(C(N)(CCCCNC(=O)N1N=NC(=C1)C=1SC=CC1)C(=O)OC(C)(C)C)=O